N'-p-coumaroyl-feruloyl-caffeoyl-spermidine C(\C=C\C1=CC=C(C=C1)O)(=O)N(CCCCN(C(\C=C\C1=CC(O)=C(O)C=C1)=O)C(\C=C\C1=CC(OC)=C(O)C=C1)=O)CCCN